C(C)(C)(C)OC(=O)N(C(C(=O)NC1=CC=C(OCC(=O)OC)C=C1)CCC)C Methyl 2-(4-(2-((tert-butoxycarbonyl)(methyl)amino)pentanoylamino)phenoxy)acetate